ClC1=C(C=C2C(C(=CN(C2=N1)C1=NC(=NS1)Cl)C(=O)O)=O)F 7-chloro-1-(3-chloro-1,2,4-thiadiazol-5-yl)-6-fluoro-4-oxo-1,4-dihydro-1,8-naphthyridine-3-carboxylic acid